[Cr].[Ni].ClC=1C(=CC(=NC1)C(C(=O)N)C1=NC(=CC=C1)C#N)C1=C2N(N=C1)CC(C2)(C)C (5-chloro-4-(5,5-dimethyl-5,6-dihydro-4H-pyrrolo[1,2-b]pyrazol-3-yl)pyridin-2-yl)-2-(6-cyanopyridin-2-yl)acetamide Nickel-chromium